4-[(1-naphthyl)methyl]-2-oxo-7-thia-1-azabicyclo[4.3.0]nona-3,5,8-triene-9-carboxylic acid C1(=CC=CC2=CC=CC=C12)CC1=CC(N2C(=CSC2=C1)C(=O)O)=O